2-Amino-4-(5-chloro-3-((3R,4S)-3-hydroxy-4-(isopropyl(methyl)amino)pyrrolidin-1-yl)-7,9-dihydrofuro[3,4-f]quinazolin-6-yl)-7-fluorothieno[3,2-c]pyridine-3-carbonitrile NC1=C(C=2C(=NC=C(C2S1)F)C=1C2=C(C=3C=NC(=NC3C1Cl)N1C[C@H]([C@H](C1)N(C)C(C)C)O)COC2)C#N